3,4-Dichloronitrobenzene C1=CC(=C(C=C1[N+](=O)[O-])Cl)Cl